(R)-1-(3-(5-chloro-8-methoxy-11H-indolo[3,2-c]isoquinolin-11-yl)propyl)pyrrolidin-3-ol ClC1=NC2=C(C3=CC=CC=C13)N(C1=CC=C(C=C12)OC)CCCN1C[C@@H](CC1)O